CC=1C(=NC=NC1)C=1C=CC(=NC1)N 5-(5-methylpyrimidin-4-yl)pyridin-2-amine